NC1=NC=C(C2=C1C=NN2)NC(C(N2[C@H](CC[C@@H](C2)C)C2=CC=C(C=C2)C)=O)=O |r| N-(4-Amino-1H-pyrazolo[4,3-c]pyridin-7-yl)-2-oxo-2-[rac-(2R,5S)-5-methyl-2-(p-tolyl)-1-piperidyl]acetamide